O1C(=CC=C1)[C@@H](C)N (R)-1-(furan-2-yl)ethan-1-amine